(tert-butoxycarbonyl)glycine (E)-3-cyclopropylallyl ester C1(CC1)/C=C/COC(CNC(=O)OC(C)(C)C)=O